3-[1,5-dimethyl-6-[1-(4-piperidylmethyl)-4-piperidyl]indazol-3-yl]piperidine-2,6-dione CN1N=C(C2=CC(=C(C=C12)C1CCN(CC1)CC1CCNCC1)C)C1C(NC(CC1)=O)=O